C(#C)C1(CCCCC1)O ethynyl-cyclohexan-1-ol